chloro-2-fluoro-benzoic acid ClC=1C(=C(C(=O)O)C=CC1)F